BrC=1C(=C(C=CC1)NC(=O)C=1N(C2=C(CN(C(C2)(C(=O)OC)C)C(=O)OC(C)(C)C)N1)C)Cl 5-tert-butyl 6-methyl 2-(3-bromo-2-chlorophenylcarbamoyl)-1,6-dimethyl-6,7-dihydro-1H-imidazo[4,5-c]pyridine-5,6(4H)-dicarboxylate